C(C(C)C)N1CCN(CC1)C1=CC=C(C=C1)C1=CC(=C2C(=N1)N(C(=N2)C2=CC=C(C=C2)S(=O)(=O)C)C)C 5-(4-(4-isobutylpiperazin-1-yl)phenyl)-3,7-dimethyl-2-(4-(methylsulfonyl)phenyl)-3H-imidazo[4,5-b]pyridine